NC1(OC2=CC=CC=C2)CC(=CC=C1)N 1,3-diaminophenoxybenzene